FC1=CC=C(C=C1)C1=C(N(C2=CC=CC=C12)C(C)C)/C=C/[C@H](C[C@H](CC(=O)O)O)O |r| (±)-(3R,5S,6E)-7-[3-(p-fluorophenyl)-1-isopropylindol-2-yl]-3,5-dihydroxy-6-heptenoic acid